C(=O)(C1=NNC=N1)C1=NNC=N1 carbonyldi-1,2,4-triazole